(4-nitrophenyl) [1-prop-2-enoyl-3-(trifluoromethyl)pyrrolidin-3-yl] carbonate C(OC1=CC=C(C=C1)[N+](=O)[O-])(OC1(CN(CC1)C(C=C)=O)C(F)(F)F)=O